4-((R)-1-(2-((R)-3-aminopiperidin-1-yl)-1H-benzo[d]imidazol-1-yl)ethyl)benzonitrile N[C@H]1CN(CCC1)C1=NC2=C(N1[C@H](C)C1=CC=C(C#N)C=C1)C=CC=C2